C(#N)N1C[C@]2(CC2C1)NC(C1=CC=C(C=C1)C1=C(C=NC=C1)NC1=CC=CC=C1)=O N-((1R)-3-cyano-3-azabicyclo[3.1.0]hexan-1-yl)-4-(3-(phenylamino)pyridin-4-yl)benzamide